N-(6-(difluoromethyl)pyridin-3-yl)-2-(thiazol-5-yl)-6-(trifluoromethyl)pyrimidine-4-carboxamide FC(C1=CC=C(C=N1)NC(=O)C1=NC(=NC(=C1)C(F)(F)F)C1=CN=CS1)F